C(CCC)/C(/C(=O)O)=C\C1=CC(=C(C=C1)O)O butyl-(E)-3-(3,4-dihydroxyphenyl)acrylic acid